C[C@@H]1N(CC[C@@H]1C(=O)OC)[C@@H](C)C1=CC=CC=C1 methyl (2S,3S)-2-methyl-1-((S)-1-phenylethyl)pyrrolidine-3-carboxylate